3-(9-((4-(aminomethyl)-2-((2-ethylhexyl)oxy)phenyl)carbamoyl)-4,5-dihydrobenzo[b]thieno[2,3-d]oxepin-8-yl)-6-(propylcarbamoyl)picolinic acid NCC1=CC(=C(C=C1)NC(=O)C1=CC2=C(OCCC3=C2SC=C3)C=C1C=1C(=NC(=CC1)C(NCCC)=O)C(=O)O)OCC(CCCC)CC